[N+](=O)([O-])CCC=1C=C(C=CC1)B(O)O (3-(2-nitroethyl)phenyl)boronic acid